COC1=NC=C(C(=N1)OC)C1=CC(=C(N=N1)C)N1C[C@H](CC1)F (S)-6-(2,4-dimethoxypyrimidin-5-yl)-4-(3-fluoropyrrolidin-1-yl)-3-methylpyridazine